ClC=1C(C(=C(C(C1O)=O)Cl)O)=O 2,5-dichloro-3,6-dihydroxy-1,4-benzoquinone